[Si](C)(C)(C(C)(C)C)OCC1CCC(CC1)N1C(C2=CC(=C(C=C2C1(C)C)OC)[N+](=O)[O-])=O 2-[4-[[Tert-butyl(dimethyl)silyl]oxymethyl]cyclohexyl]-5-methoxy-3,3-dimethyl-6-nitro-isoindolin-1-one